CN(C1=C(C=NC=2NC3=C(C=C(C(=C3C21)F)F)NC)C=2C=C1C(C(=CN(C1=NC2)NC2CCOCC2)C(=O)O)=O)C 6-(4-(dimethylamino)-5,6-difluoro-8-(methylamino)-9H-pyrido[2,3-b]indol-3-yl)-4-oxo-1-((tetrahydro-2H-pyran-4-yl)amino)-1,4-dihydro-1,8-naphthyridine-3-carboxylic acid